C(C)(C)(C)N(C(O)=O)[C@@H](CO)CCN(C)C.CN1C(=NN=C1)CC(C)C=1C=C(N)C=CC1 3-[1-(4-methyl-1,2,4-triazol-3-yl)propan-2-yl]Aniline TERT-BUTYL-(R)-(4-(DIMETHYLAMINO)-1-HYDROXYBUTAN-2-YL)CARBAMATE